OC1=C(C=C(C=C1)\C=N\N1C(NN=C1CC)=S)OC (E)-4-(4-hydroxy-3-methoxyphenylmethyleneamino)-5-ethyl-2,4-dihydro-3H-1,2,4-triazole-3-thione